thiafucose S=C[C@@H](O)[C@H](O)[C@H](O)[C@@H](O)C